C(CCCCCCCCC)(=O)NC(CC=1SC(=CN1)C1=CC=C(C(=O)N2C[C@H]([C@@H](C2)C(=O)N[C@@H]2[C@H](C2)C2=CC=CC=C2)C(=O)N[C@@H]2[C@H](C2)C2=CC=CC=C2)C=C1)C(=O)NCCCCCC (3S,4S)-1-(4-(2-(2-decanamido-3-(hexylamino)-3-oxopropyl)thiazol-5-yl)benzoyl)-N3,N4-bis((1S,2R)-2-phenylcyclopropyl)pyrrolidine-3,4-dicarboxamide